C(#N)C1=CC=C2N(CCN(C2=C1)C1=C2C=C(C(N(C2=CC(=N1)C1CCN(CC1)C(=O)OC(C)(C)C)C)=O)C)C tert-butyl 4-(5-(7-cyano-4-methyl-3,4-dihydroquinoxalin-1(2H)-yl)-1,3-dimethyl-2-oxo-1,2-dihydro-1,6-naphthyridin-7-yl)piperidine-1-carboxylate